tri(p-tert-butoxyphenyl)phosphine C(C)(C)(C)OC1=CC=C(C=C1)P(C1=CC=C(C=C1)OC(C)(C)C)C1=CC=C(C=C1)OC(C)(C)C